methyl 4-(8,11-di-t-butylperylene-3-yl)-4-oxobutanoate C(C)(C)(C)C=1C=C2C3=CC=CC4=C(C=CC(C=5C=C(C=C(C1)C25)C(C)(C)C)=C43)C(CCC(=O)OC)=O